N[C@@H]1[C@@H](CN(CC1)C1=C(C(=C(C(=N1)S[C@H](C(=O)N)C1=CC=CC=C1)C#N)CC)C#N)F (S)-2-((6-((3R,4S)-4-amino-3-fluoropiperidin-1-yl)-3,5-dicyano-4-ethylpyridin-2-yl)thio)-2-phenylacetamide